N-(3-Fluoro-4-hydroxyphenyl)-1-(4-fluorophenyl)-6-methyl-2-oxo-1,2-dihydropyridine-3-carboxamide FC=1C=C(C=CC1O)NC(=O)C=1C(N(C(=CC1)C)C1=CC=C(C=C1)F)=O